ClC=1C=C(C=C2C(=C(C=NC12)C#N)N[C@H](CCF)C1=CC=CC=C1)NC([2H])(C=1C=NC(=CC1)F)C=1N=NN(C1)C1CC1 8-chloro-6-(((1-cyclopropyl-1H-1,2,3-triazol-4-yl)(6-fluoropyridin-3-yl)methyl-d)amino)-4-(((R)-3-fluoro-1-phenylpropyl)amino)quinoline-3-carbonitrile